CCCCCCCCCCCCCCCCCCCCC(=O)OC[C@H](COP(=O)([O-])OCC[N+](C)(C)C)OC(=O)CCCCCCC/C=C\CCCCCCCCC 1-heneicosanoyl-2-(9Z-nonadecenoyl)-glycero-3-phosphocholine